N-(2-isopropoxypyridin-3-yl)-7-methoxy-2-(tetrahydro-2H-pyran-4-yl)imidazo[1,2-a]pyridine-6-carboxamide C(C)(C)OC1=NC=CC=C1NC(=O)C=1C(=CC=2N(C1)C=C(N2)C2CCOCC2)OC